molybdenum oxide sulfide (2-ethylhexyl)dithiophosphate C(C)C(CSP(=S)([O-])[O-])CCCC.[Mo+2](=O)=S